CN(C(OCC1=CC=CC=C1)=O)CC1=C(C=CC=C1)C1=C[Se]C(=C1)[C@@H](C)NC1=C2C(=C(N=N1)C)C=NC(=C2)N2CCOCC2 benzyl (R)-methyl(2-(5-(1-((4-methyl-7-morpholinopyrido[3,4-d]pyridazin-1-yl)amino)ethyl)selenophen-3-yl)benzyl)carbamate